C(C)[C@@H](C(=O)N)N1C(CCC1)=O (S)-α-ethyl-2-oxo-1-pyrrolidineacetamide